4-(chloromethyl)-2-(methylsulfonyl)phenol ClCC1=CC(=C(C=C1)O)S(=O)(=O)C